calcium ortho-silicate [Si]([O-])([O-])([O-])[O-].[Ca+2].[Ca+2]